6-hydroxy-3H-Spiro[furo[2,3-b]pyridine-2,4'-piperidine]-1'-carboxylate OC1=CC=C2C(=N1)OC1(CCN(CC1)C(=O)[O-])C2